ClC1=CC=C(C=N1)N1CCN(CC1)C(C)C 1-(6-chloropyridin-3-yl)-4-isopropylpiperazine